(S)-3-acrylamido-N-(5-(2-(2-aminopyridin-3-yl)-5-(1H-pyrazol-1-yl)-3H-imidazo[4,5-b]pyridin-3-yl)-2,3-dihydro-1H-inden-1-yl)benzamide C(C=C)(=O)NC=1C=C(C(=O)N[C@H]2CCC3=CC(=CC=C23)N2C(=NC=3C2=NC(=CC3)N3N=CC=C3)C=3C(=NC=CC3)N)C=CC1